7-(2-fluoro-6-methoxyphenyl)-6-fluoro-pyrido[2,3-d]pyrimidine-2,4(1H,3H)-dione-1-d1 FC1=C(C(=CC=C1)OC)C=1C(=CC2=C(N(C(NC2=O)=O)[2H])N1)F